Br[C@H](C(=O)O)C (S)-2-bromopropanoic acid